ClC1=C(C(=CC=2C3=C(C(NC12)=O)CN([C@H]3C)C(=O)OC(C)(C)C)OC)Cl tert-butyl (S)-6,7-dichloro-8-methoxy-1-methyl-4-oxo-1,3,4,5-tetrahydro-2H-pyrrolo[3,4-c]quinoline-2-carboxylate